N[C@@H]1C[C@@H]2N(C(CCN(C2=O)[C@H](CCC(=O)O)C(NCC2=CC=C(C=C2)C(F)(F)F)=O)CCC2=CC=CC=C2)C1 (4R)-4-((8R,9aS)-8-amino-1-oxo-5-phenethylhexahydro-1H-pyrrolo[1,2-a][1,4]diazepin-2(3H)-yl)-5-oxo-5-((4-(trifluoromethyl)benzyl)amino)-pentanoic acid